2-([1-Benzyl-5-(4-Chlorophenyl)1H-pyrazol-3-yl]methoxy)-2-methylpropanoic acid C(C1=CC=CC=C1)N1N=C(C=C1C1=CC=C(C=C1)Cl)COC(C(=O)O)(C)C